CC(=O)N[C@@H]1[C@H]([C@@H]([C@H](OC1O)CO)O[C@H]2[C@@H]([C@H]([C@H]([C@H](O2)CO)O)O)O)O N-Acetyl-lactosamine